NC1=C(SC2=NC=CC(=C21)N2CCN(CCC2)C2=CC=C(C=C2)C(N(C)CCCN)=O)C(=O)N 3-amino-4-[4-[4-[3-aminopropyl(methyl)carbamoyl]phenyl]-1,4-diazepan-1-yl]thieno[2,3-b]pyridine-2-carboxamide